N-[1-(5-fluoropyridin-3-yl)cyclopropyl]-5-[5-(trifluoromethyl)-1,2,4-oxadiazol-3-yl]pyrimidin-2-amine FC=1C=C(C=NC1)C1(CC1)NC1=NC=C(C=N1)C1=NOC(=N1)C(F)(F)F